4-(1-((Benzyloxy)carbonyl)-4-ethoxypiperidin-2-yl)-2-chlorobenzoic acid C(C1=CC=CC=C1)OC(=O)N1C(CC(CC1)OCC)C1=CC(=C(C(=O)O)C=C1)Cl